OC[C@H](C[C@H]1C(NCC1)=O)NC(=O)[C@@H]1[C@H]2C([C@H]2CN1C(=O)C1=CC2=C(N1)C=CS2)(C)C (1R,2S,5S)-N-((S)-1-hydroxy-3-((S)-2-oxopyrrolidin-3-yl)propan-2-yl)-6,6-dimethyl-3-(4H-thieno[3,2-b]pyrrole-5-carbonyl)-3-azabicyclo[3.1.0]hexane-2-carboxamide